methyl-4H-benzo[b][1,2,4]triazolo[1,5-d][1,4]oxazin-6-amine CC1=NN2C=3C(OCC2=N1)=C(C=CC3)N